bromo-1''H-dispiro[1,3-dioxolane-2,1'-cyclohexane-4',3''-indol]-2''-one BrN1C(C2(C3=CC=CC=C13)CCC1(CC2)OCCO1)=O